3-(methoxymethyl)-N-trityl-2,3-dihydropyrazolo[5,1-b]oxazole-7-sulfonimidamide COCC1N2C(OC1)=C(C=N2)S(=O)(NC(C2=CC=CC=C2)(C2=CC=CC=C2)C2=CC=CC=C2)=N